2-(methyldiisopropoxysilyl)-1-ethyl thioacetate C(C)(=S)OCC[Si](OC(C)C)(OC(C)C)C